2-((4-Amino-3-(3-fluorophenyl)-1H-pyrazolo[3,4-d]pyrimidin-1-yl)methyl)-3-phenyl-4H-chromene NC1=C2C(=NC=N1)N(N=C2C2=CC(=CC=C2)F)CC=2OC1=CC=CC=C1CC2C2=CC=CC=C2